2-benzyl-6-methyl-2-azaspiro[3.3]heptan-6-yl (2R,6S)-2,6-dimethyl-4-[5-(trifluoromethyl)pyrimidin-2-yl]piperazine-1-carboxylate C[C@H]1N([C@H](CN(C1)C1=NC=C(C=N1)C(F)(F)F)C)C(=O)OC1(CC2(CN(C2)CC2=CC=CC=C2)C1)C